C(C1=CC=CC=C1)[C@@H]1N(CC(CCC1)(C)C)C=1NC(C=C(N1)N1CCOCC1)=O 2-[(2R)-2-benzyl-6,6-dimethyl-azepan-1-yl]-4-morpholino-1H-pyrimidin-6-one